5-amino-2-(methylamino)pentanoic acid NCCCC(C(=O)O)NC